C1(CC1)N1[C@H](CN(CC1)C1=C(C=C(C(=C1)OC)NC1=NC=NC(=C1)N1OCC[C@@H]1C1=CC(=CC=C1)OC1=CC=CC=C1)NC(C=C)=O)C N-(2-((S)-4-cyclopropyl-3-methylpiperazin-1-yl)-4-methoxy-5-((6-((R)-3-(3-phenoxyphenyl)isoxazolidin-2-yl)pyrimidin-4-yl)amino)phenyl)acrylamide